FC1=C(C=CC=C1)NN (2-Fluorophenyl)-hydrazine